tert-butyl (6-chloro-4-fluoropyridin-3-yl)carbamate ClC1=CC(=C(C=N1)NC(OC(C)(C)C)=O)F